NC=1C=C(OC2(CC=C(C(C)C3=CC(=CC=C3)C(C3=CCC(C=C3)(OC3=CC(=CC=C3)N)C)C)C=C2)C)C=CC1 1,3-bis[4-(3-aminophenoxy)-α,4'-dimethylbenzyl]benzene